P(=O)(O)(O)O[C@@H]([C@H](N)C(=O)O)C Phosphothreonin